2-(2-(2-methoxyethoxy)ethoxy)acetyl chloride COCCOCCOCC(=O)Cl